C1(=CC=CC=C1)C1OCC(CO1)N 2-phenyl-1,3-dioxan-5-amine